(2R)-N-((S or R)-(3-chloro-2,4-difluoro-phenyl)(4,4-difluoro-cyclohexyl)methyl)-2-methyl-3-oxo-piperazine-1-carboxamide ClC=1C(=C(C=CC1F)[C@@H](NC(=O)N1[C@@H](C(NCC1)=O)C)C1CCC(CC1)(F)F)F |o1:8|